tetrahydro-2H-pyran-3-amine hydrochloride Cl.O1CC(CCC1)N